2-ethoxy-N,6-dimethyl-N-(2-methyl-4,5,6,7-tetrahydrobenzo[d]thiazol-7-yl)nicotinamide C(C)OC1=C(C(=O)N(C2CCCC=3N=C(SC32)C)C)C=CC(=N1)C